N-(6-chloropyridin-3-yl)-4-methyl-N-(3-methylbut-3-en-1-yl)benzenesulfonamide ClC1=CC=C(C=N1)N(S(=O)(=O)C1=CC=C(C=C1)C)CCC(=C)C